Xylitol Octanoate C(CCCCCCC)(=O)O.C([C@H](O)[C@@H](O)[C@H](O)CO)O